C(C)N1C(CC1)COC=1C=CC(=C(C(=O)NC2(CC2)C2=CC=CC3=CC=CC=C23)C1)C 5-((1-Ethylazetidin-2-yl)methoxy)-2-methyl-N-(1-(naphthalen-1-yl)cyclopropyl)benzamide